5-Chloro-1-(2,4-dichlorophenyl)pentan-1-one tert-butyl-(2S,4r)-2-((S)-5-chloro-6-fluoro-2,4-diphenyl-2,3-dihydrobenzofuran-2-yl)-4-fluoropyrrolidine-1-carboxylate C(C)(C)(C)OC(=O)N1[C@@H](C[C@H](C1)F)[C@@]1(OC2=C(C1)C(=C(C(=C2)F)Cl)C2=CC=CC=C2)C2=CC=CC=C2.ClCCCCC(=O)C2=C(C=C(C=C2)Cl)Cl